5-(2-chlorobenzoyl)amino-3-(1-butylpiperidin-4-yl)-1H-indole ClC1=C(C(=O)NC=2C=C3C(=CNC3=CC2)C2CCN(CC2)CCCC)C=CC=C1